C(=O)C1=C(C(=O)OC)C=CC(=C1)N1CCN(CC1)C1CCC(CC1)N1C(C2=CC(=C(C=C2C1)NC(=O)C=1C=NN2C1N=CC=C2)OC(C)C)=O methyl 2-formyl-4-(4-((1r,4r)-4-(6-isopropoxy-1-oxo-5-(pyrazolo[1,5-a]pyrimidine-3-carboxamido)isoindolin-2-yl)cyclohexyl)piperazin-1-yl)benzoate